ClC1=CC=C(OC2=CC=CC3=C2CC(NCC3)=O)C=C1 9-(4-Chlorophenoxy)-1,3,4,5-tetrahydro-2H-benzo[d]azepine-2-One